methyl 3-((4-(4-cyclopropyl-1,2,3,4-tetrahydroquinoxaline-1-carbonyl) pyridin-3-yl) oxy)-4-methylbenzoate C1(CC1)N1CCN(C2=CC=CC=C12)C(=O)C1=C(C=NC=C1)OC=1C=C(C(=O)OC)C=CC1C